C1(CC1)C1=C(C(=NO1)C1=C(C=NC=C1Cl)Cl)C1=CC2(C1)CCN(CC2)C=2C=C1C=CC=NC1=CC2 6-(2-(5-Cyclopropyl-3-(3,5-dichloropyridin-4-yl)isoxazol-4-yl)-7-azaspiro[3.5]non-1-en-7-yl)chinolin